N-(4-amino-1-tetrahydropyran-2-yl-pyrazolo[4,3-c]pyridin-7-yl)-2-oxo-2-[rac-(2R,5S)-2-(2-isopropylpyrazol-3-yl)-5-methyl-1-piperidyl]acetamide NC1=NC=C(C2=C1C=NN2C2OCCCC2)NC(C(N2[C@H](CC[C@@H](C2)C)C=2N(N=CC2)C(C)C)=O)=O |r|